3-((4-chloro-1-methyl-1H-pyrazol-5-yl)methyl)-2-(3-(3-methyl-1H-pyrazol-4-yl)prop-2-yn-1-yl)isoindolin-1-one ClC=1C=NN(C1CC1N(C(C2=CC=CC=C12)=O)CC#CC=1C(=NNC1)C)C